(RS)-1-[8-(2-hydroxy-2-methyl-propyl)-8H-imidazo[4',5':5,6]benz[1,2-d]thiazol-2-yl]-5-(prop-1-yn-1-yl)imidazolidin-2-one OC(CN1C=NC=2C=CC3=C(N=C(S3)N3C(NC[C@H]3C#CC)=O)C21)(C)C |r|